Cl.FC1(C2CNCC12C1=CC=C(C=C1)C)F 6,6-difluoro-1-(4-methylphenyl)-3-azabicyclo[3.1.0]hexane hydrochloride